pyrazolo[1,5-d][1,4]diazepin N1C=CC=2N1C=CN=CC2